FC(CC1NCCC(C1)C(=O)NC)(F)F 2-trifluoroethyl-N-methylpiperidine-4-carboxamide